ethoxy-5-[(2R)-2-ethyl-4-[cis-3-(trifluoromethyl)cyclobutanecarbonyl]piperazin-1-yl]-N-[(3R)-pyrrolidin-3-yl]-[2,3'-bipyridine]-6-carboxamide C(C)OC=1C(=NC(=C(C1)N1[C@@H](CN(CC1)C(=O)[C@@H]1C[C@@H](C1)C(F)(F)F)CC)C(=O)N[C@H]1CNCC1)C=1C=NC=CC1